O=C1CC(C1)CC(=O)N1CC2(CCN(C2)C(=O)OC(C)(C)C)CC1 tert-butyl 7-[2-(3-oxocyclobutyl)acetyl]-2,7-diazaspiro[4.4]nonane-2-carboxylate